(8R,9S,13S,14S,16S,17S)-13-methyl-6,7,8,9,11,12,14,15,16,17-decahydrocyclopenta[a]phenanthrene-3,16,17-triol C[C@@]12[C@@H]([C@H](C[C@H]1[C@@H]1CCC=3C=C(C=CC3[C@H]1CC2)O)O)O